(3R)-4-ethoxy-2-methyl-3-[(3-nitro-4-quinolinyl)amino]butan-2-ol C(C)OC[C@H](C(C)(O)C)NC1=C(C=NC2=CC=CC=C12)[N+](=O)[O-]